C(#C)C=1C(=CC=C2C=C(C=C(C12)C1=C(C=2N=C(N=C(C2C=N1)N1CCOC[C@](C1)(O)C)OC[C@]12CCCN2C[C@@H](C1)F)F)O)F (S)-4-(7-(8-ethynyl-7-fluoro-3-hydroxynaphthalen-1-yl)-8-fluoro-2-(((2R,7aS)-2-fluorohexahydro-1H-pyrrolizin-7a-yl)methoxy)pyrido[4,3-d]pyrimidin-4-yl)-6-methyl-1,4-oxazepan-6-ol